3-(5-(((2-(4-(4-chloro-1,2-bis(4-hydroxyphenyl)but-1-en-1-yl)phenoxy)ethyl)(methyl)amino)methyl)-4-fluoro-1-oxoisoindolin-2-yl)piperidine-2,6-dione ClCCC(=C(C1=CC=C(C=C1)O)C1=CC=C(OCCN(C)CC=2C(=C3CN(C(C3=CC2)=O)C2C(NC(CC2)=O)=O)F)C=C1)C1=CC=C(C=C1)O